tert-butyl 4-(4-(4-((2,6-bis(benzyloxy) piperidin-3-yl) (methyl) amino)-2-fluorophenyl) piperazin-1-yl)-3,3-difluoropiperidine-1-carboxylate C(C1=CC=CC=C1)OC1NC(CCC1N(C1=CC(=C(C=C1)N1CCN(CC1)C1C(CN(CC1)C(=O)OC(C)(C)C)(F)F)F)C)OCC1=CC=CC=C1